COC(=O)C=1C=C(C2=C(N(C=N2)C/C(=C/CN)/F)C1)C1=CC(=CC=C1)S(=O)(=O)CC (Z)-1-(4-amino-2-fluorobut-2-en-1-yl)-4-(3-(ethylsulfonyl)phenyl)-1H-benzo[d]imidazole-6-carboxylic acid methyl ester